COC1=CC=C(CN(S(=O)(=O)C=2C3=CN(N=C3C=C(C2)NC(CC2=C(C=CC=C2)Cl)=O)C(C)C(C)C)CC2=CC=C(C=C2)OC)C=C1 N-(4-(N,N-bis(4-methoxybenzyl)sulfamoyl)-2-(3-methylbutan-2-yl)-2H-indazol-6-yl)-2-(2-chlorophenyl)acetamide